O[C@@H](CCCCCCC(=O)OCC(CCCCCCCC)CCCCCCCC)CN(C)CCO 2-octyldecyl (S)-6-(2-hydroxy-3-((2-hydroxyethyl)(methyl)amino)propyl)hexanoate